benzyl-(2-hydrazino-2-oxoethyl)diethylphosphonium Bromide [Br-].C(C1=CC=CC=C1)[P+](CC)(CC)CC(=O)NN